fluorobutyl iodide FCCCCI